(R)-N-(3,3-difluoro-1-methylpiperidin-4-yl)-5-(1-(2-fluoroethyl)-1H-benzo[d][1,2,3]triazol-6-yl)-4-methoxypyrrolo[2,1-f][1,2,4]triazin-2-amine FC1(CN(CC[C@H]1NC1=NN2C(C(=N1)OC)=C(C=C2)C=2C=CC1=C(N(N=N1)CCF)C2)C)F